4-(2-bromo-5-(methoxycarbonyl)-4-nitrophenyl)-3-(hydroxymethyl)piperazine-1-carboxylic acid tert-butyl ester C(C)(C)(C)OC(=O)N1CC(N(CC1)C1=C(C=C(C(=C1)C(=O)OC)[N+](=O)[O-])Br)CO